1,1,1,4,4,4-hexafluorobutane-2,3-diol, trifluoroacetate Salt FC(C(=O)O)(F)F.FC(C(C(C(F)(F)F)O)O)(F)F